C(C)(C)(C)N(C(O)=O)CC1=NC=C(C=C1C)C1=NC(=NC=C1)NC=1C=NN(C1)C.FC1=C(C(=CC=C1)F)C1([Se][Se]CCC1)C1=C(C=CC=C1F)F bis(2,6-difluorophenyl)diselenane tert-butyl-((3-methyl-5-(2-((1-methyl-1H-pyrazol-4-yl)amino)pyrimidin-4-yl)pyridin-2-yl)methyl)carbamate